N-(3-(oxazolo[4,5-b]pyridin-2-yl)phenyl)acetamide O1C(=NC2=NC=CC=C21)C=2C=C(C=CC2)NC(C)=O